N-(7-chloroquinolin-4-yl)-piperidin ClC1=CC=C2C(=CC=NC2=C1)N1CCCCC1